tert-butyl (N-(3-(4-oxo-3,4-dihydrophthalazin-1-yl)benzyl)sulfamoyl)carbamate O=C1NN=C(C2=CC=CC=C12)C=1C=C(CNS(=O)(=O)NC(OC(C)(C)C)=O)C=CC1